1-(4-fluorophenyl)-6-methoxy-1H-indazole FC1=CC=C(C=C1)N1N=CC2=CC=C(C=C12)OC